FC(C=1C=CC(=NC1)N1CC2N(C3=C1C=CC=N3)CCN(C2)C(=O)OC(C)(C)C)(F)F tert-butyl 5-(5-(trifluoromethyl)pyridin-2-yl)-5,6,6a,7,9,10-hexahydro-8H-pyrazino[1,2-a]pyrido[3,2-e]pyrazine-8-carboxylate